(2R)-8-chloro-2-methyl-4-oxo-3,9,16,22-tetraazatetracyclo[14.5.2.05,10.019,23]Tricosane ClC1CCC2C(N[C@@H](C3CCC4CCN(CCCCCC2N1)C4N3)C)=O